ClC=1C2=C(N=CN1)N(C=C2)[C@@H]2O[C@@H]([C@H]1OC(O[C@H]12)(C)C)C(=O)N(C)OC (3aR,4R,6S,6aS)-4-(4-chloropyrrolo-[2,3-d]pyrimidin-7-yl)-N-methoxy-N,2,2-trimethyl-3a,4,6,6a-tetrahydrofuro[3,4-d][1,3]dioxole-6-carboxamide